2-((4-cyclopropyloxazol-2-yl)methyl)-6-(4-(difluoromethoxy)phenyl)pyridazin-3(2H)-one C1(CC1)C=1N=C(OC1)CN1N=C(C=CC1=O)C1=CC=C(C=C1)OC(F)F